FC(S(=O)(=O)[O-])(F)F.C(CCCCCCCCCCCCCCCCCCCCCCC)[N+]1=C(C(=CC=C1)C(=O)OCCCCCCCCCCCC)Cl 1-tetracosyl-2-chloro-3-((dodecyloxy)carbonyl)pyridin-1-ium trifluoromethanesulfonate